OC[C@H](C1=CC=CC=C1)NC1=NC(=NC=C1C=1OC=NN1)NC1=CC=C2C(N(N(C2=C1)C(C)C)C)=O (S)-6-((4-((2-hydroxy-1-phenylethyl)amino)-5-(1,3,4-oxadiazol-2-yl)pyrimidin-2-yl)amino)-1-isopropyl-2-methyl-1,2-dihydro-3H-indazol-3-one